6-(tert-butoxycarbonyl)-2,2-diphenylbenzo[d][1,3]dioxol-4-yl 7-hydroxy-2,2-diphenylbenzo[d][1,3]dioxol-5-carboxylate OC1=CC(=CC2=C1OC(O2)(C2=CC=CC=C2)C2=CC=CC=C2)C(=O)OC2=CC(=CC=1OC(OC12)(C1=CC=CC=C1)C1=CC=CC=C1)C(=O)OC(C)(C)C